N1(CCC1)C=1N=NN(C1)CC(=O)N1C(CC(C1)F)C(=O)NC(C1=NC=C(C=C1)C(C)C)C1=CC=CC=C1 1-{2-[4-(azetidin-1-yl)-1H-1,2,3-triazol-1-yl]acetyl}-4-fluoro-N-{phenyl[5-(propan-2-yl)pyridin-2-yl]methyl}pyrrolidine-2-carboxamide